1,6-dimethylIndole CN1C=CC2=CC=C(C=C12)C